6-amino-9-(4-((4-(2-aminoethyl)piperidin-1-yl)methyl)benzyl)-2-butoxy-7H-purin-8(9H)-one NC1=C2NC(N(C2=NC(=N1)OCCCC)CC1=CC=C(C=C1)CN1CCC(CC1)CCN)=O